4-(3-methoxypyridazin-4-yl)-7-(1-methyl-1H-pyrazol-4-yl)quinazoline COC=1N=NC=CC1C1=NC=NC2=CC(=CC=C12)C=1C=NN(C1)C